tris(triphenylphosphine) acetate ruthenium (II) [Ru+2].C(C)(=O)[O-].C1(=CC=CC=C1)P(C1=CC=CC=C1)C1=CC=CC=C1.C1(=CC=CC=C1)P(C1=CC=CC=C1)C1=CC=CC=C1.C1(=CC=CC=C1)P(C1=CC=CC=C1)C1=CC=CC=C1.C(C)(=O)[O-]